C1(CC1)N(C=1N=CC(=NC1)C1=C(C=C(C(=C1)F)C1=CC(=NC(=C1)OC)F)O)[C@H]1[C@H]([C@@H]2CC[C@H](C1)N2)F 2-(5-(cyclopropyl((1S,2S,3R,5R)-2-fluoro-8-azabicyclo[3.2.1]octan-3-yl)amino)pyrazin-2-yl)-4-fluoro-5-(2-fluoro-6-methoxypyridin-4-yl)phenol